(R or S)-3-(2-(3-(ethoxymethyl)-3-(4-fluorophenethyl)-pyrrolidin-1-yl)ethyl)pyridine C(C)OC[C@]1(CN(CC1)CCC=1C=NC=CC1)CCC1=CC=C(C=C1)F |o1:4|